1-caproyloxy-pyrene-3,6,8-trisulfonic acid C(CCCCC)(=O)OC1=CC(=C2C=CC=3C(=CC(=C4C=CC1=C2C34)S(=O)(=O)O)S(=O)(=O)O)S(=O)(=O)O